2,5'-dibromo-2,2'-bipyridine BrC1(NC=CC=C1)C1=NC=C(C=C1)Br